5-(morpholine-4-carbonyl)furan-2-carboxylic acid N1(CCOCC1)C(=O)C1=CC=C(O1)C(=O)O